FC1=C(C=CC=C1)C1=CC(=CN1S(=O)(=O)C1=CC(=CC=C1)C#CC(C)(C)O)CN(C(OC(C)(C)C)=O)C tert-butyl ((5-(2-fluorophenyl)-1-((3-(3-hydroxy-3-methylbut-1-yn-1-yl)phenyl)sulfonyl)-1H-pyrrol-3-yl)methyl)(methyl)carbamate